3-[(oxan-2-yloxy)methyl]cyclopropane O1C(CCCC1)OCC1CC1